C[C@H]1N([C@H](CNC1)C)C(=O)OC(C)(C)C (2R,6S)-tert-butyl 2,6-dimethyl-piperazine-1-carboxylate